4-[(2-cyclohexylethyl)(methoxy)carbamoyl]benzoic acid C1(CCCCC1)CCN(C(=O)C1=CC=C(C(=O)O)C=C1)OC